ClC1=CC(=C(COC2=CC=CC(=N2)C2CCN(CC2)C(C(=O)NC2=C(C=C(C(=O)OC)C=C2)NC[C@H]2OCC2)C)C=C1)F methyl 4-(2-(4-(6-((4-chloro-2-fluorobenzyl)oxy)pyridine-2-yl)piperidin-1-yl)propionamido)-3-((((S)-oxetan-2-yl)methyl)amino)benzoate